N1C=NC(=C1)CCNC1CC2CC[C@H]3[C@@H]4CC[C@H]([C@@H](CCCC(C)C)C)[C@]4(CC[C@@H]3[C@]2(CC1)C)C 3-[2-(1H-imidazol-4-yl)-ethylamino]-cholestan